C1(CC1)C=1C=NN2C1N=C(C=C2NC2=CC(=CC=C2)S(=O)(=O)C)NC[C@H]2[C@@H](CNCC2)O (3S,4S)-4-(((3-cyclopropyl-7-((3-(methylsulfonyl)phenyl)amino)pyrazolo[1,5-a]pyrimidin-5-yl)amino)methyl)piperidin-3-ol